CC1=C(OCCCC(C(=O)O)(C)C)C=C(C=C1)C 5-(2,5-dimethylphenoxy)-2,2-dimethylpentanoic acid